N-(4-(1-cyanocyclopentyl)phenyl)-2-cyanoacetamide C(#N)C1(CCCC1)C1=CC=C(C=C1)NC(CC#N)=O